C(C)(C)(C)OC(=O)N1CC2=C(N=C(N=C2)NCCC2=CC(=CC=C2)F)CC1 2-((3-Fluorophenyl-ethyl)amino)-7,8-dihydropyrido[4,3-d]pyrimidine-6(5H)-carboxylic acid tert-butyl ester